[N+](=O)([O-])C=1N=C2OC[C@H](CN2C1)O (S)-2-nitryl-6,7-dihydro-5H-imidazo[2,1-b][1,3]Oxazin-6-ol